4-(2-methoxy-2-methyl-butanoyl)-3,5-dihydro-2H-pyrido[3,4-f][1,4]oxazepine-9-carbonitrile COC(C(=O)N1CCOC2=C(C1)C=NC=C2C#N)(CC)C